N-Boc-serin C(=O)(OC(C)(C)C)N[C@@H](CO)C(=O)O